6-(3-methoxyphenyl)pyrimidine hydrochloride Cl.COC=1C=C(C=CC1)C1=CC=NC=N1